(5-bromopyridin-2-yl)(imino)(methyl)-sulfanone BrC=1C=CC(=NC1)S(=O)(C)=N